P(=O)([O-])([O-])[O-].[Na+].[V+5].[Na+] Sodium-vanadium sodium phosphate